CC(C)CCC[C@@H](C)[C@H]1CC[C@H]2[C@@H]3CC=C4C[C@H](CC[C@]4(C)[C@H]3CC[C@]12C)OCCCCCCCCOCCC(CCOCCCCCCCC\C=C/C\C=C/CCCCC)N(C)C (2S)-2-({8-[(3β)-cholest-5-en-3-yloxy]Octyl}oxy)-N,N-dimethylethyl-3-[(9z,12Z)-octadeca-9,12-dien-1-yloxy]propan-1-amine